CN(C1(CCC2(CN(C(N2)=O)C=2C=NC(=NC2)C(=O)N2CCOCC2)CC1)C1=CC=CC=C1)C cis-8-dimethylamino-3-[2-(morpholine-4-carbonyl)-pyrimidin-5-yl]-8-phenyl-1,3-diazaspiro[4.5]decan-2-one